(R)-6-(1-(3-(1H-1,2,3-triazol-1-yl)propanoyl)piperidin-3-yl)-4-(4-ethylpyridin-3-yl)-7-fluoro-1H-indole-2-carboxylic acid N1(N=NC=C1)CCC(=O)N1C[C@H](CCC1)C1=CC(=C2C=C(NC2=C1F)C(=O)O)C=1C=NC=CC1CC